5-chloro-N2-(2-isopropoxy-5-methyl-4-(2,2,6,6-tetra-methyl-1,2,3,6-tetrahydropyridin-4-yl)phenyl)-N4-(2-(isopropylsulfonyl)phenyl)pyrimidine-2,4-diamine ClC=1C(=NC(=NC1)NC1=C(C=C(C(=C1)C)C=1CC(NC(C1)(C)C)(C)C)OC(C)C)NC1=C(C=CC=C1)S(=O)(=O)C(C)C